isopropyl (2S)-2-[[[(2R,3R,4R,5R)-5-(2,4-dioxopyrimidin-1-yl)-4-fluoro-3-hydroxy-4-methyltetrahydrofuran-2-yl]methoxy-phenoxy-phosphoryl]amino]propanoate O=C1N(C=CC(N1)=O)[C@H]1[C@]([C@@H]([C@H](O1)COP(=O)(OC1=CC=CC=C1)N[C@H](C(=O)OC(C)C)C)O)(C)F